(1-methylcyclopropylamino)but-2-en-amide CC1(CC1)NC(C(=O)N)=CC